S1C=NC=C1C(=O)OCC 5-thiazolecarboxylic acid, ethyl ester